FC1=C(C[C@H](N)C(=O)O)C(=C(C(=C1F)F)F)F 2,3,4,5,6-pentafluoro-L-phenylalanine